(1S,3S,5S)-2-(2-chloroacetyl)-2-azabicyclo[3.1.0]hexane-3-carbonitrile ClCC(=O)N1[C@H]2C[C@H]2C[C@H]1C#N